CC=1N=C(SC1)[C@]1([C@@H]2CCNC[C@H]12)CN1C(C2=CC=CC=C2C1=O)=O 2-(((1S,6R,7S)-7-(4-methylthiazol-2-yl)-3-azabicyclo[4.1.0]heptan-7-yl)methyl)isoindoline-1,3-dione